5-(3-Cyanophenyl)-N-(3-(2-morpholinopropyl)-1,2,4-thiadiazol-5-yl)furan-3-carboxamide C(#N)C=1C=C(C=CC1)C1=CC(=CO1)C(=O)NC1=NC(=NS1)CC(C)N1CCOCC1